C(C=C)N(S(=O)(=O)C1=CC=C(C=C1)C(C)C)C#CCCCCCl N-allyl-N-(6-chlorohexynyl)p-isopropyl-benzenesulfonamide